6-(4-ethoxyphenyl)-1-(3,4,5-trimethoxyphenyl)-1H-benzo[d][1,2,3]triazole C(C)OC1=CC=C(C=C1)C=1C=CC2=C(N(N=N2)C2=CC(=C(C(=C2)OC)OC)OC)C1